CC(CCCC)S(=O)(=O)OCC ethyl 2-hexylsulfonate